4-Amino-8-(4-methoxy-6-methyl-3-pyridyl)-2-oxo-N-propyl-1H-quinoline-3-carboxamide NC1=C(C(NC2=C(C=CC=C12)C=1C=NC(=CC1OC)C)=O)C(=O)NCCC